N(C1=CC=CC=C1)C=1C(=CC2=C(C=3C(=C(O2)N(CCC(C)C)CC)C=CC2(C3)OC(=O)C3=CC=CC=C32)C1)C 2'-anilino-6'-(N-ethyl-N-isopentylamino)-3'-methyl-spiro[phthalide-3,9'-dibenzopyran]